OC(C)(C)C1CCN(CC1)CC1=CC(=NC=C1C(F)(F)F)C=1C=C2CN(C(C2=CC1)=O)C1C(NC(CC1)=O)=O 3-(5-(4-((4-(2-hydroxypropan-2-yl)piperidin-1-yl)methyl)-5-(trifluoromethyl)-pyridin-2-yl)-1-oxoisoindolin-2-yl)piperidine-2,6-dione